tert-Butyl (3-((2,6-dioxopiperidin-3-yl)amino)-3-oxopropyl)carbamate O=C1NC(CCC1NC(CCNC(OC(C)(C)C)=O)=O)=O